2-(3-chlorophenyl)acetic acid ClC=1C=C(C=CC1)CC(=O)O